FC(S(=O)(=O)OC1=C(C=CC=2N=C(SC21)NC(=O)C2CC2)C=2C=NC(=NC2)CO[C@@H]2[C@H](CCC2)O)(F)F [2-(Cyclopropanecarbonylamino)-6-[2-[[(1S,2S)-2-hydroxycyclopentoxy] methyl] pyrimidin-5-yl]-1,3-benzothiazol-7-yl] trifluoromethanesulfonate